5-oxospiro[7H-cyclopenta[b]pyrazine-6,4'-piperidine]-1'-carboxylic acid tert-butyl ester C(C)(C)(C)OC(=O)N1CCC2(CC1)C(C=1C(=NC=CN1)C2)=O